(S)-N-(5-(2,4-difluorophenoxy)pyrazin-2-yl)-2-(3,3-dimethyl-4-(5-oxo-4-(2,2,2-trifluoroethyl)-4,5-dihydropyrazine-2-carbonyl)piperazin-1-yl)propanamide FC1=C(OC=2N=CC(=NC2)NC([C@H](C)N2CC(N(CC2)C(=O)C=2N=CC(N(C2)CC(F)(F)F)=O)(C)C)=O)C=CC(=C1)F